bis(2,2,3,3-tetrafluoropropyl)ether FC(COCC(C(F)F)(F)F)(C(F)F)F